C(C1=CC=CC=C1)OCCCCC(CNCC(CCCCOCC1=CC=CC=C1)(C)C)(C)C bis(6-(benzyloxy)-2,2-dimethylhexyl)amine